C(=O)(O)CCC(=S)SC(C(=O)O)C 2-(2-carboxyethylthiocarbonylthio)propionic acid